CC1=C(C=C2CC[C@@]3(NC2=N1)CN(CC3)C(C(C)C3=CC1=C(C=CO1)C=C3C#N)=O)C3=NC=CC=N3 6-(1-((S)-7'-methyl-6'-(pyrimidin-2-yl)-3',4'-dihydro-1'H-spiro[pyrrolidine-3,2'-[1,8]naphthyridine]-1-yl)-1-oxopropane-2-yl)benzofuran-5-carbonitrile